5-[[2,6-difluoro-4-(trans-4-ethylcyclohexyl)phenyl]difluoromethoxy]-1,2,3-trifluorobenzene FC1=C(C(=CC(=C1)[C@@H]1CC[C@H](CC1)CC)F)C(OC=1C=C(C(=C(C1)F)F)F)(F)F